ClC=1C=NC=C(C1)N1CC(CCC1)N1C(N(CC1)C1CCCC1)=O 3-chloro-5-(3-(3-cyclopentyl-2-oxoimidazoline-1-yl)piperidine-1-yl)pyridine